[K+].OC(C(=O)[O-])C(C(=O)[O-])O.[K+] 2,3-dihydroxysuccinic acid, potassium salt